C1(CCCC1)CNC(NC=1C=C(C2=C(N=C(N=C2)NC2=CC=C(C=C2)N2CCN(CC2)C)N1)C#C)=O 3-(cyclopentylmethyl)-1-(5-ethynyl-2-{[4-(4-methylpiperazin-1-yl)phenyl]amino}pyrido[2,3-d]pyrimidin-7-yl)urea